(4-(difluoromethoxy)phenyl)-5-fluoropyrimidin-4-amine FC(OC1=CC=C(C=C1)C1=NC=C(C(=N1)N)F)F